CN1N=C(C(=N1)N)[N+](=O)[O-] 2-methyl-4-amino-5-nitro-1,2,3-triazole